2-(6-(((1R,2R,3S,5S)-2-fluoro-9-azabicyclo[3.3.1]nonan-3-yl)oxy)pyridazin-3-yl)-5-(2-methoxypyridin-4-yl)phenol F[C@@H]1[C@H]2CCC[C@@H](C[C@@H]1OC1=CC=C(N=N1)C1=C(C=C(C=C1)C1=CC(=NC=C1)OC)O)N2